tert-butyl 1-(4-(5-((1,3-dioxoisoindolin-2-yl) methyl) pyrimidin-2-yl) piperazin-1-yl)-3,6,9,12-tetraoxapentadecane-15-carboxylate O=C1N(C(C2=CC=CC=C12)=O)CC=1C=NC(=NC1)N1CCN(CC1)CCOCCOCCOCCOCCCC(=O)OC(C)(C)C